(1S,3aR,4S,7R,7aS)-2-(O-(difluoromethyl)-N-(2,2,2-trifluoroacetyl)-L-threonyl)-2,3,3a,4,7,7a-hexahydro-1H-4,7-methanoisoindole-1-carboxylic acid FC(O[C@@H]([C@H](NC(C(F)(F)F)=O)C(=O)N1[C@@H]([C@H]2[C@H]3C=C[C@@H]([C@H]2C1)C3)C(=O)O)C)F